1-methyl-N-(6-(tetrahydro-2H-pyran-4-yl)benzo[d]thiazol-2-yl)piperidine-4-carboxamide CN1CCC(CC1)C(=O)NC=1SC2=C(N1)C=CC(=C2)C2CCOCC2